1-(3-amino-1-(1,2,3,4-tetrahydro-quinoline-4-carbonyl)-4,5-dihydro-1H-pyrazolo[3,4-c]pyridin-6(7H)-yl)propan-1-one NC1=NN(C=2CN(CCC21)C(CC)=O)C(=O)C2CCNC1=CC=CC=C21